Z-(D)-serine N[C@H](CO)C(=O)O